C(C1=CC=CC=C1)(=O)ON=C(C(=O)C1=CC=C(C=C1)SC1=CC=CC=C1)CCCCC 1-[4-(phenylthio)phenyl]-heptane-1,2-dione-2-(O-benzoyloxime)